C(C)(C)NC1=NC=C(C(=O)NC2=CC(=CC=C2)[C@H](C)NC2=CN=C3C(=N2)N(N=C3)C)C=C1C (S)-6-(isopropylamino)-5-methyl-N-(3-(1-((1-methyl-1H-pyrazolo[3,4-b]pyrazin-6-yl)amino)ethyl)phenyl)nicotinamide